(S)-1'-(5-((2,3-dichloropyridin-4-yl)thio)pyrazin-2-yl)-1,3-dihydrospiro[indene-2,4'-piperidin] ClC1=NC=CC(=C1Cl)SC=1N=CC(=NC1)N1CCC2(CC1)CC1=CC=CC=C1C2